4-amino-3,5-dichloro-6-hydrazino-2-pyridinecarbonitrile NC1=C(C(=NC(=C1Cl)NN)C#N)Cl